N[C@H](C(=O)N[C@H](C(=O)N[C@@H](C(=O)N[C@@H](CC1=CC=C(C=C1)O)C(=O)O)CC1=CC=C(C=C1)C)CCCCNC(CCCCCCC)=O)CC=1N=CN(C1)C1=CC=C(C=C1)C(C)(C)C ((R)-2-((S)-2-((S)-2-amino-3-(1-(4-(tert-butyl)phenyl)-1H-imidazol-4-yl)propanamido)-6-octanamido-hexanamido)-3-(p-tolyl)propanoyl)-L-tyrosine